Methyl-3,7-dimethyl-2,6-octadienoat COC(C=C(CCC=C(C)C)C)=O